6-(1-methyl-1H-pyrazol-3-yl)-1H-pyrazolo[3,4-d]pyrimidin-4(5H)-one CN1N=C(C=C1)C=1NC(C2=C(N1)NN=C2)=O